N1C(NC2=C1C=CC=C2)=O 1,3-dihydro-2H-benzo(d)imidazole-2-one